5-chloro-2-fluoro-4-(((5-fluoropyridin-2-yl)oxy)methyl)benzoyl azide ClC=1C(=CC(=C(C(=O)N=[N+]=[N-])C1)F)COC1=NC=C(C=C1)F